(E)-2-(3'-phenyl-1',1'-difluoroallyl)benzo[d]oxazole C1(=CC=CC=C1)/C=C/C(F)(F)C=1OC2=C(N1)C=CC=C2